C1(CCCCC1)[C@@H]1[C@@H](C2=CC=C(C=C2CC1)O)C1=C(C=C(C=C1F)N1CCC(CC1)CN1CCN(CC1)C=1C=C2CN(C(C2=CC1)=O)[C@@H]1C(NC(CC1)=O)=O)F (S)-3-(5-(4-((1-(4-((1S,2R)-2-cyclohexyl-6-hydroxy-1,2,3,4-tetrahydronaphthalen-1-yl)-3,5-difluorophenyl)piperidin-4-yl)methyl)piperazin-1-yl)-1-oxoisoindolin-2-yl)piperidine-2,6-dione